C(C(=O)[O-])(=O)[O-].[NH4+].[Sb+3].FS(C1=CC=C(CN2C=CC3=CC(=CC=C23)NC(C=C)=O)C=C1)(F)(F)(F)F.C(C(=O)[O-])(=O)[O-] N-(1-(4-(pentafluoro-lambda6-sulfanyl)benzyl)-1H-indol-5-yl)acrylamide Antimony ammonium oxalate